1-(3-Fluoro-bicyclo[1.1.1]pent-1-yl)-3-[2-(2,2,2-trifluoro-ethoxy)-pyridin-4-ylmethyl]-urea FC12CC(C1)(C2)NC(=O)NCC2=CC(=NC=C2)OCC(F)(F)F